C(C)(C)(C)OC(=O)N1N=CC2=CC(=CC(=C12)C)CC(C(=O)OC)OC(=O)OC1=CC=C(C=C1)[N+](=O)[O-] 5-(3-methoxy-2-(((4-nitrophenoxy)carbonyl)oxy)-3-oxopropyl)-7-methyl-1H-indazole-1-carboxylic acid tert-butyl ester